3-(aminomethyl)tetrahydro-2H-pyran-3-ol tert-butyl-(S)-3-guanidinopiperidine-1-carboxylate C(C)(C)(C)[C@@H]1N(CCCC1NC(=N)N)C(=O)OC1(COCCC1)CN